5-chloro-3-((triethylsilyl)ethynyl)pyrazole ClC1=CC(=NN1)C#C[Si](CC)(CC)CC